C1=CC=CC=2C3=CC=CC=C3C(C12)COC(=O)N[C@H](C(=O)O)CCC(C)C (2S)-2-[9H-fluoren-9-ylmethoxycarbonylamino]-5-methylhexanoic acid